1,1-bis(2-hydroxy-3-methylphenyl)decane OC1=C(C=CC=C1C)C(CCCCCCCCC)C1=C(C(=CC=C1)C)O